C(C1=CC=CC=C1)N(CCC(=O)[O-])SN(C(=O)ON=CCSC)C N-benzyl-N-([methyl(methyl-thioethylideneamino-oxycarbonyl)amino]thio)β-alaninate